[Ni].C(CC)N1C=NC=C1 1-propylimidazole nickel